O1CCOC2=C1C=CC(=C2)C=2NC(=CC2C(=O)OC)C2=C1C(=NC=C2)N(C=C1)S(=O)(=O)C1=CC=CC=C1 Methyl 2-(2,3-dihydro-1,4-benzodioxin-6-yl)-5-[1-(phenylsulfonyl)-1H-pyrrolo[2,3-b]pyridin-4-yl]-1H-pyrrole-3-carboxylate